N(N)C1=NC=CC=N1 2-hydrazinopyrimidine